F[C@@]1(C[C@H](N(C1)C(=O)OC(C)(C)C)C(=O)OCC1=CC=CC=C1)COS(=O)(=O)C1=CC=C(C)C=C1 2-benzyl 1-(tert-butyl) (2S,4R)-4-fluoro-4-((tosyloxy)methyl)pyrrolidine-1,2-dicarboxylate